ClC1=CC(=NC(=N1)C(C)(F)F)N1C=CC=2C=NC(=CC21)NC(C)=O N-(1-(6-chloro-2-(1,1-difluoroethyl)pyrimidin-4-yl)-1H-pyrrolo[3,2-c]pyridin-6-yl)acetamide